4-cyclohexylcarbodiimide C1CCC(CC1)N=C=N